3-(4-((2-cyclopropylethyl)((1s,4s)-4-(1,1-difluoro-5-azaspiro[2.4]heptan-5-yl)cyclohexyl)amino)-1-oxoisoindolin-2-yl)piperidine-2,6-dione 2,2,2-trifluoroacetate FC(C(=O)O)(F)F.C1(CC1)CCN(C1=C2CN(C(C2=CC=C1)=O)C1C(NC(CC1)=O)=O)C1CCC(CC1)N1CC2(CC2(F)F)CC1